BrCC(=O)C1=C(C=C(C#N)C=C1)F 4-(2-bromo-acetyl)-3-fluoro-benzonitrile